1,4-bis(4-methylphenyl)amino-9,10-anthracenedione CC1=CC=C(C=C1)NC1=CC=C(C=2C(C3=CC=CC=C3C(C12)=O)=O)NC1=CC=C(C=C1)C